5-(5-hydroxy-1,3-dioxoisoindolin-2-yl)-6-methoxycyanopyridine OC=1C=C2C(N(C(C2=CC1)=O)C=1C=CC(=NC1OC)C#N)=O